NC=1N=C(SC1C(=O)C=1C=NC(=CC1)OC(F)F)N(C=1C=NC(=CC1)OC(F)(F)F)C(C(=O)N)C [[4-amino-5-[6-(difluoromethoxy)pyridine-3-carbonyl]thiazol-2-yl]-[6-(trifluoromethoxy)-3-pyridyl]amino]propanamide